3-(5-chloro-2-methoxy-phenyl)-6-(difluoromethyl)-3-methyl-indolin-2-one ClC=1C=CC(=C(C1)C1(C(NC2=CC(=CC=C12)C(F)F)=O)C)OC